C1=CC=CC=2C3=CC=CC=C3C(C12)COC(=O)N(C(C(=O)OC(C)(C)C)CCC1=CC=C(C=C1)F)C tert-Butyl 2-((((9H-fluoren-9-yl)methoxy) carbonyl)(methyl)amino)-4-(4-fluorophenyl)butanoate